3-(2,4-dioxotetrahydropyrimidin-1(2H)-yl)-N-(5-hydroxypentyl)-4-methoxy-N-methylbenzamide O=C1N(CCC(N1)=O)C=1C=C(C(=O)N(C)CCCCCO)C=CC1OC